4-pyrimidinecarboxylic acid N1=CN=C(C=C1)C(=O)O